FC1(CC(CC1)N1C(C(=CC2=C1N=C(N=C2)NC2CCN(CC2)S(=O)(=O)C)C#N)=O)F 8-(3,3-Difluorocyclopentyl)-2-((1-(methylsulfonyl)piperidin-4-yl)amino)-7-oxo-7,8-dihydropyrido[2,3-d]pyrimidine-6-carbonitrile